2-(2-(4-methylpiperazin-1-yl)ethyl)-N4-pyridin-4-ylmethyl-N6-tetrahydropyran-4-yl-1,3,5-triazine-2,4,6-triamine CN1CCN(CC1)CCC1(NC(=NC(=N1)NCC1=CC=NC=C1)NC1CCOCC1)N